CC1N(CC1)[NH3+] 2-Methylazacyclobutylammonium